OCCOC1=CC=C(C=C1)C1=NOC(=N1)N1CCN(CC1)C(=O)NCC1CN(CC1)CC1=CC=C(C=C1)C 4-(3-(4-(2-Hydroxyethoxy)phenyl)-1,2,4-oxadiazol-5-yl)-N-((1-(4-methylbenzyl)pyrrolidin-3-yl)methyl)piperazine-1-carboxamide